CC1=C(C=2C(=NC=CC2)S1)NC1=NC=C2C(=N1)N(N=C2C)C2CCOCC2 2-methyl-N-(3-methyl-1-(tetrahydro-2H-pyran-4-yl)-1H-pyrazolo[3,4-d]pyrimidin-6-yl)thieno[2,3-b]pyridin-3-amine